N,N'-dimethyl-m-phenylenediamine CNC1=CC(=CC=C1)NC